6-cyclopropyl-4-(((S)-3-methylpiperidin-1-yl)methyl)pyridinecarboxamide C1(CC1)C1=CC(=CC(=N1)C(=O)N)CN1C[C@H](CCC1)C